ClC=1C=C(SC1Cl)C(=O)N[C@@H](CC(C)C)C(=O)O N-[(4,5-dichloro-2-thienyl)carbonyl]leucine